[Si](C1=CC=CC=C1)(C1=CC=CC=C1)(C(C)(C)C)OC(CC(=O)N[C@@H]1CC(CN(C1)C(=O)OC(C)(C)C)(F)F)CCCl tert-butyl (5R)-5-[(3-{[tert-butyl (diphenyl) silyl] oxy}-5-chloropentanoyl) amino]-3,3-difluoropiperidine-1-carboxylate